The molecule is a bile acid glycine conjugate that is glycodeoxycholic acid carrying an additional oxo substituent at position 7. It is a bile acid glycine conjugate, a 3alpha-hydroxy steroid, a 7-oxo steroid and a 12alpha-hydroxy steroid. It derives from a glycodeoxycholic acid. It is a conjugate acid of a 7-oxoglycodeoxycholate. C[C@H](CCC(=O)NCC(=O)O)[C@H]1CC[C@@H]2[C@@]1([C@H](C[C@H]3[C@H]2C(=O)C[C@H]4[C@@]3(CC[C@H](C4)O)C)O)C